5-chloro-pyridine-2-carboxylic acid {4-[2-((S)-2-amino-4,5-dihydro-oxazol-4-yl)-ethyl]-phenyl}-amide NC=1OC[C@@H](N1)CCC1=CC=C(C=C1)NC(=O)C1=NC=C(C=C1)Cl